1-(5-(5-(2,3-dimethylphenyl)-6-methoxy-1H-pyrazolo[4,3-b]pyridin-3-yl)pyridin-2-yl)-N-methylpyrrolidin-3-amine CC1=C(C=CC=C1C)C1=C(C=C2C(=N1)C(=NN2)C=2C=CC(=NC2)N2CC(CC2)NC)OC